C(=O)(O)C(O)C(O)C(=O)O.CC(COC1=NC=CC=C1C)(C)NC(=O)C1[C@@H]2CNC[C@H]12 (1S,5R,6r)-N-[1,1-Dimethyl-2-[(3-methyl-2-pyridyl)oxy]ethyl]-3-azabicyclo[3.1.0]hexane-6-carboxamide tartrate